1-cyclopentyl-5-(2-(trifluoromethoxy)phenyl)-1H-pyrazole-3-carboxylic acid ethyl ester C(C)OC(=O)C1=NN(C(=C1)C1=C(C=CC=C1)OC(F)(F)F)C1CCCC1